(R)-6-((1-acryl-piperidine-3-yl)amino)-7-fluoro-4-((2-fluoro-4-morpholinophenyl)amino)-1,2-dihydro-3H-pyrrolo[3,4-c]pyridin-3-one C(=O)(C=C)N1C[C@@H](CCC1)NC1=C(C2=C(C(=N1)NC1=C(C=C(C=C1)N1CCOCC1)F)C(NC2)=O)F